3-(5-((3-(bis(2-fluorophenyl)methyl)-2-oxoimidazolidin-1-yl)methyl)-1-oxoisoindolin-2-yl)piperidine-2,6-dione FC1=C(C=CC=C1)C(N1C(N(CC1)CC=1C=C2CN(C(C2=CC1)=O)C1C(NC(CC1)=O)=O)=O)C1=C(C=CC=C1)F